BrC=1C2=C(C(N(C1)C)=O)N(C(=C2)C=2C=NN(C2)C2COC2)C2=C(C=CC=C2)C 4-bromo-6-methyl-2-(1-(oxetan-3-yl)-1H-pyrazol-4-yl)-1-tolyl-1,6-dihydro-7H-pyrrolo[2,3-c]pyridin-7-one